[2H][C@@]1([C@]([C@](OC([C@]1([2H])O)([2H])O)([2H])C([2H])([2H])O)([2H])O)O D-glucose-C-D7